C(C)(=O)N1[C@@H]2C[C@H]([C@@H](C1)C2)CNC(=O)NC2=NC=C(C(=C2)C2=C1N(N=C2)CC(C1)(C)C)Cl 1-(((1r,4s,5r)-2-acetyl-2-azabicyclo[2.2.1]heptan-5-yl)methyl)-3-(5-chloro-4-(5,5-dimethyl-5,6-dihydro-4H-pyrrolo[1,2-b]pyrazol-3-yl)pyridin-2-yl)urea